tert-Butyl (2R,3R)-2-(((tert-butyldimethylsilyl)oxy)methyl)-3-(methylthio)azetidine-1-carboxylate [Si](C)(C)(C(C)(C)C)OC[C@H]1N(C[C@H]1SC)C(=O)OC(C)(C)C